tert-butyl N-[2-[2-[[2-ethyl-4-[[3-(3-methylsulfanyl-1H-pyrazol-4-yl)imidazo[1,2-a]pyrazin-8-yl]amino]benzoyl]amino]ethoxy]ethyl]carbamate C(C)C1=C(C(=O)NCCOCCNC(OC(C)(C)C)=O)C=CC(=C1)NC=1C=2N(C=CN1)C(=CN2)C=2C(=NNC2)SC